C(#N)[C@]1(COCC1)C1=CC=C(C=C1)CC(=O)OCC |r| (±)-ethyl 2-[4-(3-cyanotetrahydrofuran-3-yl)phenyl]acetate